5-chloro-7-methoxy-6-(4-methoxyphenyl)-2-phenyl-3-(piperidin-1-yl)pyrazolo[1,5-a]pyrimidine ClC1=NC=2N(C(=C1C1=CC=C(C=C1)OC)OC)N=C(C2N2CCCCC2)C2=CC=CC=C2